1-(4-(2-(4-bromophenyl)-propan-2-yl)thiazol-2-yl)-3-(3-methoxy-4-(piperazin-1-yl)benzyl)urea BrC1=CC=C(C=C1)C(C)(C)C=1N=C(SC1)NC(=O)NCC1=CC(=C(C=C1)N1CCNCC1)OC